Iodoquinazoline-2,4-diol IC1=C2C(=NC(=NC2=CC=C1)O)O